C1(CCCCC1)OC1=CC=C(C=N1)S(=O)(=O)N1[C@H]([C@@H]2CC[C@H](C1)N2C(=O)OCCOC)C(NO)=O 2-methoxyethyl (1s,2r,5r)-3-((6-(cyclohexyloxy) pyridin-3-yl) sulfonyl)-2-(hydroxycarbamoyl)-3,8-diazabicyclo[3.2.1]octane-8-carboxylate